2,4-Diethyloctan C(C)C(C)CC(CCCC)CC